C(C1=CC=CC=C1)OCC1=NN(C(N1CC)=O)C1=NC=2C(=CN(C(C2C=C1F)=O)C1=C(C=CC=C1)C(F)(F)F)C(=C)C 2-(3-((Benzyloxy)methyl)-4-ethyl-5-oxo-4,5-dihydro-1H-1,2,4-triazol-1-yl)-3-fluoro-8-(prop-1-en-2-yl)-6-(2-(trifluoromethyl)phenyl)-1,6-naphthyridin-5(6H)-one